C(C)C1=NC(=CC=C1NC1=NC=C(C(=N1)C1=CC=2S(CCOCC2S1)(=O)=O)C(F)(F)F)N1CCNCC1 7-(2-((2-ethyl-6-(piperazin-1-yl)pyridin-3-yl)amino)-5-(trifluoromethyl)pyrimidin-4-yl)-2,3-dihydro-5H-thieno[3,2-e][1,4]oxathiepine 1,1-dioxide